tert-butyl 4-(3-aminopropyl)piperidine-1-carboxylate NCCCC1CCN(CC1)C(=O)OC(C)(C)C